C(C)(C)(C)C1=NC(=NN1)C1=CC=CC=C1 tert-butylphenyl-1,2,4-triazole